N[C@H]1[C@@H](CCCC1)C1=C(C=2N=C(N=C(C2S1)NCC=1OC=CC1)Cl)Br 6-((1R,2R)-2-Aminocyclohexyl)-7-bromo-2-chloro-N-(furan-2-ylmethyl)thieno[3,2-d]pyrimidin-4-amine